3-(4-chlorophenyl)-3-methylbutan-1-amine trifluoroacetate FC(C(=O)O)(F)F.ClC1=CC=C(C=C1)C(CCN)(C)C